FC1=C(C=C(C(=C1)B1OC(C(O1)(C)C)(C)C)OCOC)N1N=NC=C1 1-[2-Fluoro-5-(methoxymethoxy)-4-(4,4,5,5-tetramethyl-1,3,2-dioxaborolan-2-yl)phenyl]triazole